Cl.N[C@@H](CCSC)C(=O)O methionine-HCl